FC(CN1N=CC=2C1=NC(=CN2)N2CCC1(CC(N(C1)CC1=CC(=NO1)C)=O)CC2)F 8-(1-(2,2-difluoroethyl)-1H-pyrazolo[3,4-b]pyrazin-6-yl)-2-((3-methylisoxazol-5-yl)methyl)-2,8-diazaspiro[4.5]decan-3-one